FC=1C=C2C(C(NC2=CC1)=O)=C1CCC2=C1NC(=C2C(=O)N)C 6-(5-fluoro-2-oxoindole-3-ylidene)-2-methyl-1,4,5,6-tetrahydrocyclopenta[b]pyrrole-3-Formamide